CN1C=NC=2C1=NC(=CC2)OC2=C(C=CC=C2)C=2C=NC=CC2 3-methyl-5-(2-(pyridin-3-yl)phenoxy)-3H-imidazo[4,5-b]pyridine